(2s,3r,4r,5s)-1-(2-fluorophenylethyl)-2-methylpiperidine FC1=C(C=CC=C1)CCN1[C@H](CCCC1)C